ClC1=NC=C(C(=N1)NC1=C(C=C(C=C1)O)N(S(=O)(=O)C)C)Cl N-(2-((2,5-dichloropyrimidin-4-yl)amino)-5-hydroxyphenyl)-N-methyl-Methanesulfonamide